(2S)-1-(3-methyl-1-(tetrahydro-2H-pyran-2-yl)-4-((1-(3,4,5-trimethoxyphenyl)-1H-imidazol-4-yl)amino)-1H-pyrazolo[3,4-d]pyrimidin-6-yl)pyrrolidine-2-carboxamide CC1=NN(C2=NC(=NC(=C21)NC=2N=CN(C2)C2=CC(=C(C(=C2)OC)OC)OC)N2[C@@H](CCC2)C(=O)N)C2OCCCC2